2-methylene-cyclohexanol C=C1C(CCCC1)O